CC1=CC(=NC=C1)NCCCC(=O)NCC(=O)NCCC(=O)O 3-(2-(4-((4-methylpyridin-2-yl)amino)butanoylamino)acetamido)propanoic acid